(E)-1-(3-fluorostyryl)isoquinoline FC=1C=C(/C=C/C2=NC=CC3=CC=CC=C23)C=CC1